C1(CC1)C1=C(C(=NO1)C1=C(C=C(C=C1Cl)F)Cl)C1=CC2(C1)CCN(CC2)C=2C=C1C=CC(=NC1=CC2)C(=O)O 6-(2-(5-cyclopropyl-3-(2,6-dichloro-4-fluorophenyl)isoxazol-4-yl)-7-azaspiro[3.5]non-1-en-7-yl)quinoline-2-carboxylic acid